[N+](#[C-])C1C(CCCC1)O[Si](C)(C)C 2-ISOCYANO-CYCLOHEXYLOXY-TRIMETHYLSILANE